2-[(3R)-3-(aminomethyl)pyrrolidin-1-yl]-N-(5-cyclopentyl-1H-pyrazol-3-yl)pyrimidin-4-amine NC[C@@H]1CN(CC1)C1=NC=CC(=N1)NC1=NNC(=C1)C1CCCC1